(S)-4,4-difluoro-2-methyltetrahydrofuran-2-carboxylic acid ((1R,4aS,10aR)-7-isopropyl-1,4a-dimethyl-1,2,3,4,4a,9,10,10a-octahydrophenanthren-1-yl)methanamine salt C(C)(C)C1=CC=C2[C@]3(CCC[C@@]([C@@H]3CCC2=C1)(C)CN)C.FC1(C[C@](OC1)(C(=O)O)C)F